methyl (R)-2-(difluoro ethyl)-4-(3-fluoro-2-(1-fluoroethyl)phenyl)-5-oxo-1,4,5,7-tetrahydrofuro[3,4-b]pyridine-3-carboxylate FC(CC1=C([C@H](C2=C(N1)COC2=O)C2=C(C(=CC=C2)F)C(C)F)C(=O)OC)F